C(C)(C)(C)OC(=O)N1CC(C1)(C)CP(=O)(OC)OC.C(C)(C)(C)C=1N=C(SC1)NS(=O)=O.[Na] sodium N-(4-tert-butyl-1,3-thiazol-2-yl)sulfonamide tert-butyl-3-(dimethoxyphosphorylmethyl)-3-methyl-azetidine-1-carboxylate